5-(4-Methoxy-3-nitro-phenoxy)-2,3-dihydrobenzo-furan COC1=C(C=C(OC=2C=CC3=C(CCO3)C2)C=C1)[N+](=O)[O-]